ClC1=C(C=CC(=C1)Cl)C1(OCC(O1)CCC)CN1N=CN=C1 1-[2-(2,4-dichlorophenyl)-4-propyl-1,3-dioxolane-2-ylmethyl]-1,2,4-triazole